FC=1C=C(C=NC1)CN[C@@H]1[C@H](CCCC1)CC=1C=C2CN(C(C2=CC1)=O)C1C(NC(CC1)=O)=O 3-(5-(((1R,2S)-2-(((5-fluoropyridin-3-yl)methyl)amino)cyclohexyl)methyl)-1-oxoisoindolin-2-yl)piperidine-2,6-dione